BrC=1C=CC=2OCC(N(C2N1)COCC[Si](C)(C)C)=O 6-bromo-4-(2-trimethylsilylethoxymethyl)pyrido[3,2-b][1,4]oxazin-3-one